2-(sec-Butyl)-7,8-difluoro-3-methylbenzo[4,5]imidazo[1,2-a]pyrimidin-4(10H)-one C(C)(CC)C=1N=C2N(C(C1C)=O)C1=C(N2)C=C(C(=C1)F)F